2-((4S,5S)-2,2-diethyl-5-(2-chlorophenyl)-1,3-dioxolan-4-yl)ethanol C(C)C1(O[C@H]([C@@H](O1)CCO)C1=C(C=CC=C1)Cl)CC